CN1C(C2=CC=CC=C2C(=C1)B1OC(C(O1)(C)C)(C)C)=O 2-methyl-4-(4,4,5,5-tetramethyl-1,3,2-dioxaborolan-2-yl)isoquinolin-1-one